The molecule is a peptide anion that is the conjugate base of gamma-Glu-His, obtained by removal of protons from the two carboxy groups as well as protonation of the amino group; major species at pH 7.3. It is a conjugate base of a member of gamma-Glu-His. C1=C(NC=N1)C[C@@H](C(=O)[O-])NC(=O)CC[C@@H](C(=O)[O-])[NH3+]